C(S)(S)=S.CC(C(=O)O)C dimethyl-acetic acid trithiocarbonate